N[C@H](C(=O)OC)C(C)(C)NC(=O)OC(C)(C)C methyl (2S)-2-amino-3-[[(tert-butoxy)carbonyl]amino]-3-methylbutanoate